NC1=C2C(=CN=CC2=CC(=C1C1=C(C=CC=C1C)F)C#N)C1=NC=C(C=C1)N1CCNCC1 5-amino-6-(2-fluoro-6-methylphenyl)-4-(5-(piperazin-1-yl)pyridin-2-yl)isoquinoline-7-carbonitrile